NC=1C=C(C=CC1)C(=O)N1CC2=CC(=CC=C2CC1)OC1=CC(=C(C=C1)C(F)(F)F)F (3-aminophenyl)(7-(3-fluoro-4-(trifluorometh-yl)phenoxy)-3,4-dihydro-isoquinolin-2(1H)-yl)-methanone